C(#C)C=1C(=NN2C1C=CC=C2N[C@H]2[C@H](CN(CC2)C)F)C#CCNC2=C(C=C(C=C2)S(=O)(=O)C)OC 3-ethynyl-N-((3S,4R)-3-fluoro-1-methylpiperidin-4-yl)-2-(3-((2-methoxy-4-(methylsulfonyl)phenyl)amino)prop-1-yn-1-yl)pyrazolo[1,5-a]pyridin-7-amine